CC(C)(CCC(C)(OOC(C)(C)C)C)OOC(C)(C)C 2,5-Dimethyl-2,5-di-(tert-butylperoxy)-hexane